N2-(2-(1-(Cyclopropylsulfonyl)-1H-pyrazol-4-yl)pyrimidin-4-yl)-5-(1-(difluoromethyl)-1H-pyrazol-3-yl)-N4-(4-(2-fluoroethyl)cyclohexyl)pyridine-2,4-diamine C1(CC1)S(=O)(=O)N1N=CC(=C1)C1=NC=CC(=N1)NC1=NC=C(C(=C1)NC1CCC(CC1)CCF)C1=NN(C=C1)C(F)F